(2S,5R)-2-(1-(4-bromophenyl)-3-(6-Fluoropyridin-3-yl)-1H-pyrazol-4-yl)-5-methyl-3-(2-(2-oxoindolin-5-yl)ethyl)oxazole BrC1=CC=C(C=C1)N1N=C(C(=C1)[C@@H]1OC(=CN1CCC=1C=C2CC(NC2=CC1)=O)C)C=1C=NC(=CC1)F